C(C)(C)(C)OC(=O)[N-]C1=C[N+](=NO1)CC1=CC=C(C=C1)C=1C(=NC(=NC1)OC)C (tert-butoxycarbonyl)(3-(4-(2-methoxy-4-methylpyrimidin-5-yl)benzyl)-1,2,3-oxadiazol-3-ium-5-yl)amide